3-chloro-2-[(2-fluorophenyl)methyl]-6-[(1S,2R)-2-methylcyclopropyl]pyrazolo[3,4-d]pyridazin-7-one ClC=1N(N=C2C(N(N=CC21)[C@@H]2[C@@H](C2)C)=O)CC2=C(C=CC=C2)F